N1(CCNCC1)/[N+](=N/OCC#C)/[O-] (Z)-1-(piperazin-1-yl)-2-(prop-2-yn-1-yloxy)diazene 1-oxide